nickel oxide-oxide [Ni](=O)=O